6,8-dimethyl-1,3,4,5-tetrahydropyrido[4,3-b]indol CC1=CC(=CC=2C3=C(NC12)CCNC3)C